3-chloro-6-fluoro-N-(5-hydroxy-3,4,6-trimethyl-pyridin-2-yl)benzo[b]thiophene-2-carboxamide ClC=1C2=C(SC1C(=O)NC1=NC(=C(C(=C1C)C)O)C)C=C(C=C2)F